benzyl 4-(1-methoxy-1-oxopropan-2-yl)benzoate COC(C(C)C1=CC=C(C(=O)OCC2=CC=CC=C2)C=C1)=O